1-(4-tolyl)-3-phenyl-1-propyne C1(=CC=C(C=C1)C#CCC1=CC=CC=C1)C